FC1=CC(=NC=C1)NC(N(CC1=NNC(=C1)C(F)(F)F)C=1C=NC(=NC1)OC)=O 3-(4-Fluoropyridin-2-yl)-1-(2-methoxypyrimidin-5-yl)-1-((5-(trifluoromethyl)-1H-pyrazol-3-yl)methyl)urea